N1N=NN=C1C1=C(C=CC=C1)C1=CC=C(C=C1)CBr 2'-tetrazolyl-4-bromomethylbiphenyl